ClC1=C(C=C(C=2C3=C(NC12)CCNC([C@H]3C)=O)OCC(=O)N)Cl (S)-2-((7,8-Dichloro-1-methyl-2-oxo-1,2,3,4,5,6-hexahydroazepino[4,5-b]indol-10-yl)oxy)acetamide